BrC1=CC=C(C(=C1C=1N=C2N(C=CC(=C2)C(=O)OC)C1)F)F Methyl 2-(6-bromo-2,3-difluorophenyl)imidazo[1,2-a]pyridine-7-carboxylate